ClCC(CO)N1N=CC(=C1)C(=O)NC1=NC2=C(N1)C(=CC=C2N2CCOCC2)OC 1-(1-chloro-3-hydroxypropan-2-yl)-N-[7-methoxy-4-(morpholin-4-yl)-1H-1,3-benzodiazol-2-yl]-1H-pyrazole-4-carboxamide